OC(C(=O)OCCCCOC(C(CCCCCCCC)CCCCCC)=O)CCC(=O)OCCCCOC(C(CCCCCCCC)CCCCCC)=O bis(4-((2-hexyldecanoyl)oxy)butyl) 2-hydroxypentanedioate